2-((4-trifluoromethylbenzyl)amino)cyclopent-1-ene-1-carbonitrile FC(C1=CC=C(CNC2=C(CCC2)C#N)C=C1)(F)F